COC(=O)N1C[C@@H](OCC1)CC1=C(N=C2N1C=CC(=C2)C)C2=C(C=C(C=C2F)C(=O)OC)F (S)-2-((2-(2,6-diFluoro-4-(methoxycarbonyl)phenyl)-7-methylimidazo[1,2-a]pyridin-3-yl)methyl)morpholine-4-carboxylic acid methyl ester